N-(1-{4-[(2S)-2,3-dihydro-1,4-benzodioxin-2-yl]benzyl}piperidin-4-yl)-2-hydroxyacetamide O1[C@H](COC2=C1C=CC=C2)C2=CC=C(CN1CCC(CC1)NC(CO)=O)C=C2